CC1=C(C2=C(N=N1)SC1=C2N=CN=C1NCC12CC(C1)(C2)C(C)(C)O)C 2-[1-[[(3,4-dimethylpyrimido[4',5':4,5]thieno[2,3-c]pyridazin-8-yl)amino]methyl]-3-bicyclo[1.1.1]pentanyl]propan-2-ol